8-ethoxy-2-(tetrahydrofuran-3-yl)imidazo[1,2-a]pyrazine C(C)OC=1C=2N(C=CN1)C=C(N2)C2COCC2